Methyl 2-(methyl (phenyl)amino)acetate CN(CC(=O)OC)C1=CC=CC=C1